OC(=O)C(F)(F)F.FC=1C=CC=C(C1)S(=O)(=O)NC(C)C 5-fluoro-N-isopropylbenzenesulfonamide TFA salt